[Na+].N1=CC(=CC=C1)C1=C(N(C=C1)S(N)(=O)=O)C(=O)[O-] 3-(Pyridin-3-yl)-1-sulfamoyl-1H-pyrrole-2-carboxylic acid, sodium salt